1-isopropyl-6-[(3S,4S)-4-methyl-1-(1,5-naphthyridin-4-ylmethyl)pyrrolidin-3-yl]-1,5-dihydro-4H-pyrazolo[3,4-d]pyrimidin-4-one C(C)(C)N1N=CC2=C1N=C(NC2=O)[C@@H]2CN(C[C@H]2C)CC2=CC=NC1=CC=CN=C21